[N+3].O=[N-].O=[N-].O=[N-] ketoamide nitrogen